C(CCCCCC)(=O)[O-] Enanthat